COC=1C=C(C=O)C=CC1OCCC1=CC=CC=C1 3-methoxy-4-phenethyloxybenzaldehyde